7-(benzylthio)-5-nitro-2-((2-(trimethylsilyl)ethoxy)methyl)-2H-indazole C(C1=CC=CC=C1)SC1=CC(=CC2=CN(N=C12)COCC[Si](C)(C)C)[N+](=O)[O-]